bis(4-hydroxyphenyl)propane CC(C)(C1=CC=C(C=C1)O)C2=CC=C(C=C2)O